FC=1C=C(C=CC1N1CCCCC1)NC(=O)C=1N=C(OC1C)N1C(CCC1)C N-(3-fluoro-4-(piperidin-1-yl)phenyl)-5-methyl-2-(2-methylpyrrolidin-1-yl)oxazole-4-carboxamide